5-bromo-2-(methylamino)nicotinic acid methyl ester COC(C1=C(N=CC(=C1)Br)NC)=O